5-bromo-N-tert-butyl-4-methoxy-2-[2-(2-trimethylsilylethynyl)-phenyl]benzamide BrC=1C(=CC(=C(C(=O)NC(C)(C)C)C1)C1=C(C=CC=C1)C#C[Si](C)(C)C)OC